C(C)OC(C)N1N=CC(=C1)B1OC(C)(C)C(C)(C)O1 1-(1-ethoxyethyl)-4-pyrazoleboronic acid pinacol ester